4-(benzylthio)-3-(difluoromethyl)benzonitrile C(C1=CC=CC=C1)SC1=C(C=C(C#N)C=C1)C(F)F